(2R,3R,4R,5s)-1-(((R)-1-(benzo[d]thiazol-2-yl)piperidin-3-yl)methyl)-2-methylpiperidin-3,4,5-triol S1C(=NC2=C1C=CC=C2)N2C[C@H](CCC2)CN2[C@@H]([C@H]([C@@H]([C@H](C2)O)O)O)C